inden-5-yl trifluoromethanesulfonate FC(S(=O)(=O)OC=1C=C2C=CCC2=CC1)(F)F